COC(=O)C=1C(OC2=C(C1)C=CC=C2)C(F)(F)F 2-trifluoromethyl-2H-benzopyran-3-carboxylic acid methyl ester